Pentamethylcyclopentadienyl-dimethyl-(1-(2-phenylpropyl)-6,6-dimethyl-1,5,6,7-tetrahydro-s-indacenyl)hafnium CC1=C(C(=C(C1([Hf](C1(C=CC2=CC=3CC(CC3C=C12)(C)C)CC(C)C1=CC=CC=C1)(C)C)C)C)C)C